O=C1N(C=C(C(=N1)C(F)(F)F)CCO)[C@H](C(=O)OC)CC(C)C methyl (S)-2-(2-oxo-5-(2-hydroxyethyl)-4-(trifluoromethyl) pyrimidin-1(2H)-yl)-4-methylpentanoate